N-[(5-{4-[(1-methylpiperidin-4-yl)amino]-1-(2,2,2-trifluoroethyl)-1H-indol-2-yl}-1,3,4-thiadiazol-2-yl)methyl]-1H-pyrrole-3-carboxamide CN1CCC(CC1)NC1=C2C=C(N(C2=CC=C1)CC(F)(F)F)C1=NN=C(S1)CNC(=O)C1=CNC=C1